N-((5-(difluoromethoxy)-6-hydroxy-1-tosyl-1H-indol-2-yl)methyl)-1-methylcyclopropane-1-carboxamide FC(OC=1C=C2C=C(N(C2=CC1O)S(=O)(=O)C1=CC=C(C)C=C1)CNC(=O)C1(CC1)C)F